5,7-difluoro-6-nitro-3,4-dihydro-1H-quinolin-2-one FC1=C2CCC(NC2=CC(=C1[N+](=O)[O-])F)=O